isopropyl 3-[2-[3,5-difluoro-4-[2-oxo-2-[3-[[[(2S,3R,4R,5R)-2,3,4,5,6-pentahydroxyhexyl]amino]methyl] azetidin-1-yl]ethyl]phenoxy]ethyl]-7-azaspiro[3.5]nonane-7-carboxylate FC=1C=C(OCCC2CCC23CCN(CC3)C(=O)OC(C)C)C=C(C1CC(N1CC(C1)CNC[C@@H]([C@H]([C@@H]([C@@H](CO)O)O)O)O)=O)F